C(C)(C)C1=C(NC2=CC=C(C=C12)C1CCNCC1)C=1C=C2C=CC=NC2=CC1C 6-(3-isopropyl-5-(piperidin-4-yl)-1H-indol-2-yl)-7-methylquinoline